di-t-butyl diperoxyazelate C(CCCCCCCC(=O)OOC(C)(C)C)(=O)OOC(C)(C)C